FC1C(CCCC1)SCC(F)(F)F (2,2,2-trifluoroethyl) (2-fluorocyclohexyl) sulfide